dimethyl-bis(4-aminophenylmethyl)silane C[Si](CC1=CC=C(C=C1)N)(CC1=CC=C(C=C1)N)C